1-({3,4-difluoro-2-[(2-fluoro-4-iodophenyl)amino]phenyl}carbonyl)azetidine-3-one oxime FC=1C(=C(C=CC1F)C(=O)N1CC(C1)=NO)NC1=C(C=C(C=C1)I)F